FC(C1=CC(=NC(=N1)N(C(C)C)CC)C(=O)NC1=CC(=C(C(=O)O)C=C1)C)F 4-(6-(Difluoromethyl)-2-(ethyl(isopropyl)amino)pyrimidine-4-carboxamido)-2-methylbenzoic acid